ONC(=O)C1=CC=C(C=C1)C1N(CCC(C1)C)CC1=C2C=CN(C2=C(C=C1OC)C)C(=O)OC(C)(C)C tert-Butyl 4-((2-(4-(hydroxycarbamoyl)phenyl)-4-methylpiperidin-1-yl)methyl)-5-methoxy-7-methyl-1H-indole-1-carboxylate